FC1=C(C=CC=C1)C(=O)N1CCC=2C1=CN=CC2C=2C=C1C=NN(C1=CC2)C (2-Fluorophenyl)(4-(1-methyl-1H-indazol-5-yl)-2,3-dihydro-1H-pyrrolo[2,3-c]pyridin-1-yl)methanone